6-methyl-4-[3-(2-methylthiazol-5-yl)-7,8-dihydro-5H-1,6-naphthyridin-6-yl]thieno[2,3-d]pyrimidine CC1=CC2=C(N=CN=C2N2CC=3C=C(C=NC3CC2)C2=CN=C(S2)C)S1